magnesium thiophenolate C1(=CC=CC=C1)[S-].[Mg+2].C1(=CC=CC=C1)[S-]